C(C)C(C(=O)O)COCC.C(C)OC(CCOCC)=O 3-Ethoxypropionic acid ethyl ester (ethyl 3-ethoxypropionate)